CC1=NOC(=C1C=1C=CC(=NC1)NC([C@@H](C1CCC(CC1)C)C1=NN(C(=C1)C(=O)N)C)=O)C (S)-2-((5-(3,5-dimethylisoxazol-4-yl)pyridin-2-yl)amino)-1-((1r,4S)-4-methylcyclohexyl)-2-oxoethyl-1-methyl-1H-pyrazole-5-carboxamide